FC(C(=O)O)(F)F.ClC=1C=CC(=C(C1)C1=CC(=C(N=N1)N(CC1(C(OCC1=O)=O)C)C)C(=O)O)F 6-(5-chloro-2-fluorophenyl)-3-{methyl-[(3-methyl-2-oxooxooxolan-3-yl)methyl]amino}pyridazine-4-carboxylic acid trifluoroacetate salt